rac-(7S)-7-tert-butyl-N-[rac-(1R)-1-[4-[6-(2-fluoroethoxy)-3-pyridyl]phenyl]-3-(4-hydroxypiperidin-1-ium-1-yl)propyl]-5,6,7,8-tetrahydrothiazolo[5,4-b]quinoline-2-carboxamide C(C)(C)(C)[C@@H]1CC=2C=C3C(=NC2CC1)SC(=N3)C(=O)N[C@H](CC[NH+]3CCC(CC3)O)C3=CC=C(C=C3)C=3C=NC(=CC3)OCCF |r|